(R)-N-(2-hydroxypropyl)-N-methyl-4-(2-(5-methyl-2-(2-morpholinoethyl)-1,2,3,4-tetrahydroisoquinolin-7-yl)-5-tosyl-5H-pyrrolo[2,3-b]pyrazin-7-yl)benzamide O[C@@H](CN(C(C1=CC=C(C=C1)C1=CN(C2=NC=C(N=C21)C2=CC(=C1CCN(CC1=C2)CCN2CCOCC2)C)S(=O)(=O)C2=CC=C(C)C=C2)=O)C)C